FC1=C(C=CC(=C1C)OC1=CC2=C(N(C=N2)C)C=C1)NC1=NC=NC2=CC(=C(C=C12)OC1CC2CCC(C1)N2C(C=C)=O)OC 1-(3-((4-((2-Fluoro-3-methyl-4-((1-methyl-1H-benzo[d]imidazol-5-yl)oxy)phenyl)amino)-7-methoxyquinazolin-6-yl)oxy)-8-azabicyclo[3.2.1]octan-8-yl)prop-2-en-1-one